3,5-ditert-butyl-4-hydroxy-phenylpropionate C(C)(C)(C)C=1C=C(C=C(C1O)C(C)(C)C)OC(CC)=O